NC1=C(C=C(C=N1)C=1C=C2N(N1)CC[C@]21CN(CC1)C(=O)NC(C)C)O[C@H](C)C=1OC(=NN1)C (3R)-2'-{6-amino-5-[(1R)-1-(5-methyl-1,3,4-oxadiazol-2-yl)ethoxy]pyridin-3-yl}-N-(propan-2-yl)-5',6'-dihydrospiro[pyrrolidine-3,4'-pyrrolo[1,2-b]pyrazole]-1-carboxamide